tert-Butyl (2-(((3-(3,3-dimethyl-1-oxaspiro[4.5]dec-7-en-8-yl)-5,6-dihydro-4H-pyrrolo[1,2-b]pyrazol-2-yl)methyl)(methyl)amino)ethyl)(methyl)carbamate CC1(COC2(C1)CC=C(CC2)C2=C1N(N=C2CN(CCN(C(OC(C)(C)C)=O)C)C)CCC1)C